C(C)(C)OC=1N(C=CN1)COCC[Si](C)(C)C 2-isopropoxy-1-((2-(trimethylsilyl)ethoxy)methyl)-1H-imidazole